Hexan-1,6-diol diacrylate C(C=C)(=O)OCCCCCCOC(C=C)=O